tert-Butyl N-[4-[3-[2-(dimethylamino)ethoxycarbonylamino]phenyl]thiazol-2-yl]-N-[3-(trifluoromethyl)phenyl]carbamate CN(CCOC(=O)NC=1C=C(C=CC1)C=1N=C(SC1)N(C(OC(C)(C)C)=O)C1=CC(=CC=C1)C(F)(F)F)C